methyl 2-(3,5-dichloro-4-(3-(1-(4-fluorophenyl)ethyl)-4-hydroxybenzyl)phenyl)acetate ClC=1C=C(C=C(C1CC1=CC(=C(C=C1)O)C(C)C1=CC=C(C=C1)F)Cl)CC(=O)OC